1-(2-aminopyrimidin-4-yl)-3-methylpiperidine-3-carboxylic acid ethyl ester C(C)OC(=O)C1(CN(CCC1)C1=NC(=NC=C1)N)C